(1S,3S)-N-(6-bromo-7-chloroisoquinolin-3-yl)-4,4-difluorospiro[2.2]pentane-1-carboxamide BrC=1C=C2C=C(N=CC2=CC1Cl)NC(=O)[C@H]1C[C@@]12C(C2)(F)F